(S)-2-(8-(methyl-thio)-4-oxobenzo[d][1,2,3]triazin-3(4H)-yl)-N-(1-(4-(trifluoromethoxy)phenyl)ethyl)acetamide CSC1=CC=CC2=C1N=NN(C2=O)CC(=O)N[C@@H](C)C2=CC=C(C=C2)OC(F)(F)F